3-(3-chloro-2-methylanilino)-2-{3-[2-(dimethylamino)ethoxy]pyridin-4-yl}-1,5,6,7-tetrahydro-4H-pyrrolo[3,2-c]pyridin-4-one ClC=1C(=C(NC2=C(NC3=C2C(NCC3)=O)C3=C(C=NC=C3)OCCN(C)C)C=CC1)C